ClC1=NC(=CC(=C1C#N)C(F)(F)F)C=1C=NN(C1)CC(CO)O 2-chloro-6-[1-(2,3-dihydroxypropyl)pyrazol-4-yl]-4-(trifluoromethyl)pyridine-3-carbonitrile